CC=1C=C(OC1)[C@H]1N(OCC1)C(=O)C1CCN(CC1)C1=NC=CC(=N1)C(=O)N (S)-2-(4-(3-(4-Methylfuran-2-yl)isoxazolidine-2-carbonyl)piperidin-1-yl)pyrimidine-4-carboxamide